tert-butyl 4-[2-ethyl-7-({8-fluoro-2-methylimidazo[1,2-a]pyridin-6-yl}carbamoyl) indazol-4-yl]-3,6-dihydro-2H-pyridine-1-carboxylate C(C)N1N=C2C(=CC=C(C2=C1)C=1CCN(CC1)C(=O)OC(C)(C)C)C(NC=1C=C(C=2N(C1)C=C(N2)C)F)=O